C(C)OC(CNC(C(C)OC1=CC=C(C=C1)O)=O)=O 2-(4-hydroxyphenoxy)propionylglycine ethyl ester